N-[(2S,3R)-2-[(3'-chloro-2-fluoro[1,1'-biphenyl]-3-yl)methyl]-1-(cyclopropane-carbonyl)-4,4-difluoropyrrolidin-3-yl]-ethanesulfonamide ClC=1C=C(C=CC1)C1=C(C(=CC=C1)C[C@@H]1N(CC([C@@H]1NS(=O)(=O)CC)(F)F)C(=O)C1CC1)F